2-methyl-5-((2-(2-(4-morpholinopiperidin-1-yl)ethoxy)ethyl)amino)-4-oxoquinazolin CC1=NC2=CC=CC(=C2C(N1)=O)NCCOCCN1CCC(CC1)N1CCOCC1